CC(CN1N=NC=C1C1=CC=C(C=C1)C1CN(C1)C(=O)N1C[C@@H](CC1)N1N=NN=C1)(C)C [3-[4-[3-(2,2-Dimethylpropyl)triazol-4-yl]phenyl]azetidin-1-yl]-[(3R)-3-(tetrazol-1-yl)pyrrolidin-1-yl]methanone